4-cyclopropyl-3-(1-methyl-1H-pyrazol-3-yl)aniline C1(CC1)C1=C(C=C(N)C=C1)C1=NN(C=C1)C